tri(6-methyl-2-heptyl) citrate C(CC(O)(C(=O)OC(C)CCCC(C)C)CC(=O)OC(C)CCCC(C)C)(=O)OC(C)CCCC(C)C